1-(4-(6-aminobenzo[d]thiazol-2-yl)piperazin-1-yl)ethan-1-one NC1=CC2=C(N=C(S2)N2CCN(CC2)C(C)=O)C=C1